beta-furoylaminocaproic acid O1C(=CC=C1)C(=O)NC(CC(=O)O)CCC